ClC1=C(OCC2OC2)C=CC=C1Cl 2-((2,3-dichlorophenoxy)methyl)oxirane